anthraquinone-2,6-disulfonate sodium [Na+].C1=C(C=CC=2C(C3=CC(=CC=C3C(C12)=O)S(=O)(=O)[O-])=O)S(=O)(=O)[O-].[Na+]